5-Amino-3-[4-[2-[[3-(2,2-dimethylpropyl)isoxazol-5-yl]amino]-1-methyl-2-oxoethyl]phenyl]-1-(2,2,2-trideuterio-1-methylethyl)pyrazole-4-carboxamide NC1=C(C(=NN1C(C([2H])([2H])[2H])C)C1=CC=C(C=C1)C(C(=O)NC1=CC(=NO1)CC(C)(C)C)C)C(=O)N